C(C)C1=NOC(=C1CN1C=2N(C3=CC=C(C=C3C1=O)S(=O)(=O)NC1(CC1)C)[C@@H](CN2)C)C (R)-4-((3-ethyl-5-methylisoxazol-4-yl)methyl)-1-methyl-N-(1-methylcyclopropyl)-5-oxo-1,2,4,5-tetrahydroimidazo[1,2-a]quinazoline-7-sulfonamide